CP(OC)(OC)=O dimethyl (methyl phosphonate)